C[C@H]1C=C2CCCCCCCCCCC(C1)O2 (14R)-14-methyl-16-oxabicyclo[10.3.1]hexadec-12-ene